1-(5-carboxypentyl)-2-[2-[3-[[1-(5-carboxypentyl)-1,3-dihydro-3,3-dimethyl-2H-indol-2-ylidene]ethylidene]-2-chloro-1-cyclohexen-1-yl]ethenyl]-3,3-dimethyl-3H-indolium bromide [Br-].C(=O)(O)CCCCC[N+]1=C(C(C2=CC=CC=C12)(C)C)C=CC1=C(C(CCC1)=CC=C1N(C2=CC=CC=C2C1(C)C)CCCCCC(=O)O)Cl